Benzyl (7-amino-5-((2S,4S)-1-((R)-3-cyclohexyl-2-(1H-indol-2-carboxamido)propanoyl)-4-(5-(2-hydroxypropan-2-yl)-1H-1,2,3-triazol-1-yl)pyrrolidin-2-carboxamido)-6,7-dioxoheptyl)carbamat NC(C(C(CCCCNC(OCC1=CC=CC=C1)=O)NC(=O)[C@H]1N(C[C@H](C1)N1N=NC=C1C(C)(C)O)C([C@@H](CC1CCCCC1)NC(=O)C=1NC2=CC=CC=C2C1)=O)=O)=O